C(CCCC)[O-].C(CCCC)[O-].C(CCCC)[O-].[Na+].[Na+].[Na+] sodium tripentanolate